2-Methyl-6-(2'-(((2-(Azinan-1-yl)ethyl)amino)Methyl)-[1,1'-Biphenyl]-4-yl)-1H-benzo[d]Imidazol CC1=NC2=C(N1)C=C(C=C2)C2=CC=C(C=C2)C2=C(C=CC=C2)CNCCN2CCCCC2